FC(C)(F)C=1C=C(OC2=C(C(=NN2C)C(F)F)C(=O)N)C=CC1 5-(3-(1,1-difluoroethyl)phenoxy)-3-(difluoromethyl)-1-methyl-1H-pyrazole-4-carboxamide